Bis(4-hydroxy-2,5-dimethylphenyl)-3-hydroxyphenylmethane OC1=CC(=C(C=C1C)C(C1=CC(=CC=C1)O)C1=C(C=C(C(=C1)C)O)C)C